ClC1=C(C(=NN1C1CC(C1)O)C)[N+](=O)[O-] 3-(5-chloro-3-methyl-4-nitro-1H-pyrazol-1-yl)cyclobutan-1-ol